thiocholesterol CC(C)CCC[C@@H](C)[C@H]1CC[C@H]2[C@@H]3CC=C4C[C@@H](S)CC[C@]4(C)[C@H]3CC[C@]12C